Cl.Cl.Cl.N1CC(C2=CC=CC=C12)C(=O)N Indoline-3-carboxamide trihydrochloride